C1OCC12CN(C2)C=2C=CC(=NC2)NC=2C=CC(=C1CNC(C21)=O)C2=CN=C1N2C=CN=C1 7-((5-(2-oxa-6-azaspiro[3.3]heptan-6-yl)pyridin-2-yl)amino)-4-(imidazo[1,2-a]pyrazin-3-yl)isoindolin-1-one